C(C=C)(=O)[O-].C(C=C)(=O)[O-].C1(=CC=CC=C1)[Sb+2](C1=CC=CC=C1)C1=CC=CC=C1 Triphenyl-antimony Diacrylate